OCC[C@@H]1[C@@H]2CC[C@H](CN1)N2C(=O)OC(C)(C)C tert-butyl (1s,2r,5r)-2-(2-hydroxyethyl)-3,8-diazabicyclo[3.2.1]octane-8-carboxylate